C[C@@H]1N(C[C@H](N(C1)C1CCOCC1)C)C(=O)N1C(C=2NN=C(C2C1)NC(=O)C1=NC=C(C=C1)F)(C)C N-(5-{[(2S,5R)-2,5-dimethyl-4-(tetrahydro-2H-pyran-4-yl)piperazin-1-yl]carbonyl}-6,6-dimethyl-1,4,5,6-tetrahydropyrrolo[3,4-c]pyrazol-3-yl)-5-fluoropyridine-2-carboxamide